4-amino-6-(1H-imidazol-1-yl)-N-((1r,4r)-4-(2-methoxyethoxy)cyclohexyl)pyridinecarboxamide NC1=CC(=NC(=C1)N1C=NC=C1)C(=O)NC1CCC(CC1)OCCOC